3-Ethyl-3-methoxyoxetane C(C)C1(COC1)OC